oxopyrrolidinone O=C1C(NCC1)=O